5'-fluoro-2'-oxospiro[cyclopropane-1,3'-indoline] FC=1C=C2C3(C(NC2=CC1)=O)CC3